FC1=C(C=C(C=C1)NC(C1=CC(=CC=C1)C(F)(F)F)=O)CCC1=CC(=NN1)NC1=NC(=NC(=C1)CO)C N-(4-fluoro-3-(2-(3-((6-(hydroxymethyl)-2-methylpyrimidin-4-yl)amino)-1H-pyrazol-5-yl)ethyl)phenyl)-3-(trifluoromethyl)benzamide